di(1-ethylpropyl) azelate C(CCCCCCCC(=O)OC(CC)CC)(=O)OC(CC)CC